(2S,6S)-4-(2-(6-cyclopropyl-7-fluoroimidazo[1,2-a]pyridin-3-yl)pyrimidin-4-yl)-2-methyl-6-(5-methyl-1H-pyrazol-4-yl)morpholine C1(CC1)C=1C(=CC=2N(C1)C(=CN2)C2=NC=CC(=N2)N2C[C@@H](O[C@H](C2)C=2C=NNC2C)C)F